copper-zinc-cobalt oxide [Co]=O.[Zn].[Cu]